N1=C(C=CC2=CN=CC=C12)C1=CC=2C(C3=CC=CC=C3C2C=C1)=O 2-(1,6-NAPHTHYRIDIN-yl)-9H-fluoren-9-one